C(C)(C)(C)[Si](OCC12C=C(CC(CC1)(O2)C)B2OC(C(O2)(C)C)(C)C)(C)C tert-butyl-dimethyl-[[5-methyl-3-(4,4,5,5-tetramethyl-1,3,2-dioxaborolan-2-yl)-8-oxabicyclo[3.2.1]oct-2-en-1-yl]methoxy]silane